N-((5-fluoro-6-(5-methoxypyrazin-2-yl)-1H-indol-2-yl)methyl)propionamide FC=1C=C2C=C(NC2=CC1C1=NC=C(N=C1)OC)CNC(CC)=O